hydroxyfuro[2,3-b]pyridine-2-carboxylic acid isopropyl ester C(C)(C)OC(=O)C1=C(C=2C(=NC=CC2)O1)O